FC=1C=C(C=CC1C1=NOC(=N1)C(F)(F)F)N=S(=O)(C(F)(F)F)CC1=C(C=CC=C1)F ((3-fluoro-4-(5-(trifluoromethyl)-1,2,4-oxadiazol-3-yl)phenyl)imino)(2-fluorobenzyl)(trifluoromethyl)-λ6-sulfanone